CC=1C(C(=NN(C1)C1=CC=CC=C1)C(=O)O)=O methyl-4-oxo-1-phenyl-1,4-dihydropyridazine-3-carboxylic acid